OC1=C(C=CC=C1)C1=CC(=NN1C1OCCCC1)CNC(C1=C(C=CC=C1)OC(F)(F)F)=O N-((5-(2-hydroxyphenyl)-1-(tetrahydro-2H-pyran-2-yl)-1H-pyrazol-3-yl)methyl)-2-(trifluoromethoxy)benzamide